N[C@H]1CS(C2=C(N(C1=O)CC1=CC=C(C=C1)Cl)C=C(C(=C2)F)C2=NOC(=N2)C(C(F)(F)F)F)(=O)=O (3R)-3-amino-5-[(4-chlorophenyl)methyl]-8-fluoro-1,1-dioxo-7-[5-(1,2,2,2-tetrafluoroethyl)-1,2,4-oxadiazol-3-yl]-2,3-dihydro-1lambda6,5-benzothiazepin-4-one